(2R)-2-({2-[4-(trifluoromethyl)pyridin-2-yl][1,2,4]triazolo[1,5-c]quinazolin-5-yl}amino)butanamide FC(C1=CC(=NC=C1)C1=NN2C(=NC=3C=CC=CC3C2=N1)N[C@@H](C(=O)N)CC)(F)F